OCCNC(=O)C1=CC2=C(N(C(=N2)NC=2OC3=C(N2)C=CC(=C3)C(C)(C)O)C)C=C1 N-(2-hydroxyethyl)-2-((6-(2-hydroxypropan-2-yl)benzo[d]oxazol-2-yl)amino)-1-methyl-1H-benzo[d]imidazole-5-carboxamide